[Si](C)(C)(C(C)(C)C)OCCC[C@]1(N(C[C@@H](C1)F)C(=O)OC(C)(C)C)C(=O)OC 1-(tert-butyl) 2-methyl (2R,4R)-2-(3-((tert-butyldimethylsilyl)oxy)propyl)-4-fluoropyrrolidine-1,2-dicarboxylate